NC1=CC(=NN1C(=O)OC(C)(C)C)C1CC(C1)(F)F tert-butyl 5-amino-3-(3,3-difluorocyclobutyl)pyrazole-1-carboxylate